(R)-2-methyl-1-(5-(4-(trifluoromethyl)phenyl)-5,6,6a,7,9,10-hexahydro-8H-pyrazino[1,2-a]pyrido[3,2-e]pyrazin-8-yl)propan-1-one CC(C(=O)N1C[C@@H]2N(C3=C(N(C2)C2=CC=C(C=C2)C(F)(F)F)C=CC=N3)CC1)C